C(C)(C)(C)OC(=O)N1C[C@@H]([C@H](CC1)NC(=O)C1=NOC(=C1)C1=C(C=C(C=C1)F)F)C(NC1(CC1)C1=NC=CC=N1)=O (3S,4S)-4-{[5-(2,4-difluoro-phenyl)-isoxazole-3-carbonyl]-amino}-3-(1-pyrimidin-2-yl-cyclopropylcarbamoyl)-piperidine-1-carboxylic acid tert-butyl ester